COC1=NC=C(C=C1C(=O)N)NC(C(=O)N1[C@H](CC[C@H](C1)C)C=1C=NC(=CC1)NC)=O methoxy-5-[[2-[(2R,5R)-5-methyl-2-[6-(methylamino)-3-pyridyl]-1-piperidyl]-2-oxo-acetyl]amino]pyridine-3-carboxamide